N-(3-chloro-5-(methylsulfonamido)phenyl)-5-methyl-1-(5-(2-oxooxazolidin-3-yl)pyridin-2-yl)-1H-pyrrole-3-carboxamide ClC=1C=C(C=C(C1)NS(=O)(=O)C)NC(=O)C1=CN(C(=C1)C)C1=NC=C(C=C1)N1C(OCC1)=O